BrC=1C=C2C=CC(=NC2=CC1)N1CCN(CC1)C(C)=O 1-(4-(6-bromoquinolin-2-yl)piperazin-1-yl)ethan-1-one